6-(2-(4-(((2-(4'-fluoro-[1,1'-biphenyl]-4-yl)cyclopropyl)amino)methyl)piperidin-1-yl)ethoxy)-N-hydroxynicotinamide TFA salt OC(=O)C(F)(F)F.FC1=CC=C(C=C1)C1=CC=C(C=C1)C1C(C1)NCC1CCN(CC1)CCOC1=NC=C(C(=O)NO)C=C1